CC1=C(C=CC=C1C=1OC(=CN1)C(=O)NC(CC)CC)C=1OC(=CN1)C(=O)NC(CC)CC 2,2'-(2-methyl-1,3-phenylene)bis(N-(pentane-3-yl)oxazole-5-carboxamide)